tert-Butyl (S)-3-((1-isobutyl-6-((5-methylthiazol-2-yl)amino)-1H-pyrrolo[3,2-c]pyridin-4-yl)oxy)pyrrolidine-1-carboxylate C(C(C)C)N1C=CC=2C(=NC(=CC21)NC=2SC(=CN2)C)O[C@@H]2CN(CC2)C(=O)OC(C)(C)C